(2-methoxy-6,6a,7,8,9,10,12,13-octahydro-5H-6,9-methanopyrido[1,2-a]pyrido[2',3':4,5]pyrrolo[2,3-d]azepin-7-yl)methanol formate C(=O)OCC1CC2CN3C1C(C1=C(CC3)C3=C(N1)C=CC(=N3)OC)C2